(S)-N-(5-Chloro-3-methyl-1H-pyrazol-4-yl)-5-fluoro-4-(4-(2-hydroxypropan-2-yl)-5-methyl-2H-1,2,3-triazol-2-yl)-2-((1,1,1-trifluoropropan-2-yl)oxy)benzamide ClC1=C(C(=NN1)C)NC(C1=C(C=C(C(=C1)F)N1N=C(C(=N1)C(C)(C)O)C)O[C@H](C(F)(F)F)C)=O